propane-1-sulfonic acid {3-[5-(4-chlorophenyl)-1H-pyrrolo[2,3-b]pyridine-3-carbonyl]-2,4-difluorophenyl}-amide ClC1=CC=C(C=C1)C=1C=C2C(=NC1)NC=C2C(=O)C=2C(=C(C=CC2F)NS(=O)(=O)CCC)F